C(C)(=O)NC=1C=C(C=NC1)N1C[C@@H](CC1)C=1C=C(C(=O)NC=2C=NC=C(C2)C(F)(F)F)C=CC1C (S)-3-(1-(5-acetamidopyridin-3-yl)pyrrolidin-3-yl)-4-methyl-N-(5-(trifluoromethyl)pyridin-3-yl)benzamide